tert-butyl 4-(5-aminopentyl)-6-azaspiro[2.5]octane-6-carboxylate NCCCCCC1C2(CC2)CCN(C1)C(=O)OC(C)(C)C